ClC(COC(=O)NC1C[C@H]2CC[C@@H](C1)N2C(=O)OC(C)(C)C)(Cl)Cl tert-butyl (1R,3S,5S)-3-[[(2,2,2-trichloroethoxy)carbonyl]amino]-8-azabicyclo[3.2.1]octane-8-carboxylate